OCCOC(=O)C=1N2C(CC2C(C1)C)=O (1'R)-hydroxyethyl-4-methyl-7-oxo-1-aza-bicyclo[3.2.0]hept-2-ene-2-carboxylate